6-(1-(3,4-difluoro-5-hydroxyphenyl)-1H-indazol-5-yl)pyridin-3-ol FC=1C=C(C=C(C1F)O)N1N=CC2=CC(=CC=C12)C1=CC=C(C=N1)O